NC=1N=C(SC1C(=O)C=1C=NC(=CC1)C(F)(F)F)NC1=CC(=C(C=C1)F)F [4-amino-2-(3,4-difluoroanilino)-1,3-thiazol-5-yl][6-(trifluoromethyl)pyridin-3-yl]methanone